N,N-dibenzylglycin C(C1=CC=CC=C1)N(CC(=O)O)CC1=CC=CC=C1